ethyl 2-(3-nitrophenyl)-2-oxoacetate [N+](=O)([O-])C=1C=C(C=CC1)C(C(=O)OCC)=O